3,5-diphenylphenylanthracene C1(=CC=CC=C1)C=1C=C(C=C(C1)C1=CC=CC=C1)C1=CC=CC2=CC3=CC=CC=C3C=C12